2-[4-cyclopropyl-3-(cyclopropylmethoxy)benzoylamino]-2-ethylbutanoic acid C1(CC1)C1=C(C=C(C(=O)NC(C(=O)O)(CC)CC)C=C1)OCC1CC1